5-oxohexanoic acid sodium salt [Na+].O=C(CCCC(=O)[O-])C